1,4-diiodo-2,5-dibromobenzene IC1=C(C=C(C(=C1)Br)I)Br